2-[(2R,4S)-2-(6-methoxy-2-pyridyl)tetrahydropyran-4-yl]-6,7-dimethyl-4-[3-(trifluoromethyl)-1-bicyclo[1.1.1]pentanyl]pteridine COC1=CC=CC(=N1)[C@@H]1OCC[C@@H](C1)C1=NC2=NC(=C(N=C2C(=N1)C12CC(C1)(C2)C(F)(F)F)C)C